C1=CC=CC=2C3=CC=CC=C3C(C12)COC(=O)N([C@@H](CC(=O)O)C)C (3R)-3-[9H-Fluoren-9-ylmethoxycarbonyl-(methyl)amino]butanoic acid